ClC1=C(C#N)C(=CC=C1)N1N=C(C=C1)C(C)(C)O 2-chloro-6-[3-(1-hydroxy-1-methyl-ethyl)pyrazol-1-yl]benzonitrile